(Z)-4-(2-((4-amino-1,1,2-trifluorobut-2-en-1-yl)sulfonyl)phenyl)thio-morpholine NC\C=C(\C(F)(F)S(=O)(=O)C1=C(C=CC=C1)SN1CCOCC1)/F